COC1=CC=C(C=C1)C(C=CC1=CC=C(C=C1)OC)=O 1,3-bis(4-methoxyphenyl)prop-2-en-1-one